Ethyl 2-(4-butoxyphenyl)thiazole-4-carboxylate C(CCC)OC1=CC=C(C=C1)C=1SC=C(N1)C(=O)OCC